5-(7-(8-methoxy-[1,2,4]triazolo[1,5-a]pyridin-6-yl)-5,6-dimethyl-9H-carbazol-3-yl)-3,4-dihydropyridine-1(2H)-carboxylic acid tert-butyl ester C(C)(C)(C)OC(=O)N1CCCC(=C1)C=1C=CC=2NC3=CC(=C(C(=C3C2C1)C)C)C=1C=C(C=2N(C1)N=CN2)OC